N4-(5-(1-(2-oxa-6-azaspiro[3.3]heptan-6-yl)ethyl)pyridin-2-yl)-N6-(3-(methylsulfonyl)-5-(oxetan-3-yl)pyridin-2-yl)pyrimidine-4,6-diamine C1OCC12CN(C2)C(C)C=2C=CC(=NC2)NC2=NC=NC(=C2)NC2=NC=C(C=C2S(=O)(=O)C)C2COC2